1-(1-methyl-4-(trifluoromethyl)-1H-imidazol-2-yl)piperidine-4-carbonitrile CN1C(=NC(=C1)C(F)(F)F)N1CCC(CC1)C#N